1-[2-(3,5-dimethylpyrazol-1-yl)-6-[6-[(6-methylpyridazin-3-yl)amino]benzimidazol-1-yl]-3-pyridyl]ethanone CC1=NN(C(=C1)C)C1=NC(=CC=C1C(C)=O)N1C=NC2=C1C=C(C=C2)NC=2N=NC(=CC2)C